COC(CC1=C(C=CC(=C1)NC=1N=CC2=C(N(C(N(C2)C2=C(C=CC=C2C)C)=O)CCCO)N1)N1CCN(CC1)C)=O [5-[6-(2,6-Dimethyl-phenyl)-8-(3-hydroxy-propyl)-7-oxo-5,6,7,8-tetrahydro-pyrimido[4,5-d]pyrimidin-2-ylamino]-2-(4-methyl-piperazin-1-yl)-phenyl]-acetic acid methyl ester